3-(2-((R)-3-hydroxypyrrolidin-1-yl)ethyl)urea O[C@H]1CN(CC1)CCNC(N)=O